2-bromo-2-(3-chlorophenyl)acetyl chloride BrC(C(=O)Cl)C1=CC(=CC=C1)Cl